C(C)(C)(C)OC(=O)N1C(C2=C(CC1)N(C=C2)C2=CC(=NC=C2)Br)=O.C(#N)C=2SC(=CC2C(=O)NC2CC2)C#C[Si](C)(C)C 2-cyano-N-cyclopropyl-5-(2-trimethylsilylethynyl)thiophene-3-carboxamide tert-butyl-1-(2-bromopyridin-4-yl)-4-oxo-1,4,6,7-tetrahydro-5H-pyrrolo[3,2-c]pyridine-5-carboxylate